C1(CC1)C1=C(C=O)C=CC(=C1)C1=NN(C(=C1)C=1C=NC(=CC1)C(F)(F)F)CC 2-cyclopropyl-4-{1-ethyl-5-[6-(trifluoromethyl)pyridin-3-yl]-1H-pyrazol-3-yl}benzaldehyde